C(C=C)(=O)N1C[C@H](CC1)N1C=C(C=2C(=NC=C(C21)C#N)N)C#CC2=CC(=CC(=C2)OC)OC (S)-1-(1-acryloylpyrrolidin-3-yl)-4-amino-3-((3,5-dimethoxyphenyl)ethynyl)-1H-pyrrolo[3,2-c]pyridine-7-carbonitrile